[(2R,3R)-1-[(tert-butyldiphenylsilyl)oxy]-3-(oxan-2-yloxy)butan-2-yl](3,3-difluoropropyl)amine [Si](C1=CC=CC=C1)(C1=CC=CC=C1)(C(C)(C)C)OC[C@H]([C@@H](C)OC1OCCCC1)NCCC(F)F